BrC1=NC(=C(C(=O)Cl)C=C1)N1CCC2(CC2)CC1 6-bromo-2-(6-azaspiro[2.5]octan-6-yl)nicotinoyl chloride